(S)-3-(2-(4-(4-fluorophenyl)piperazin-1-yl)ethyl)-2,8-diazaspiro[4.5]decan-1-one FC1=CC=C(C=C1)N1CCN(CC1)CC[C@H]1NC(C2(C1)CCNCC2)=O